(Z)-2-(5-chloro-1H-indol-3-yl)-3-(4-(4-fluorophenoxy)pyridin-3-yl)-acrylonitrile ClC=1C=C2C(=CNC2=CC1)/C(/C#N)=C/C=1C=NC=CC1OC1=CC=C(C=C1)F